2,5-Dioxopyrrolidin-1-yl (2S)-4-[(2-{[2-(dimethylamino)ethyl]amino}-2-oxoethyl)sulfanyl]-2-(3-{methyl[(13C)methyl]amino}propanamido)butanoate CN(CCNC(CSCC[C@@H](C(=O)ON1C(CCC1=O)=O)NC(CCN([13CH3])C)=O)=O)C